methyl 5-methoxy-2-methyl-benzoate COC=1C=CC(=C(C(=O)OC)C1)C